iodopropionic anhydride IC(C(=O)OC(C(C)I)=O)C